(S)-6-fluoro-3-((3-fluorobenzyl)amino)-5-(1-(4-phenoxyphenyl)ethyl)-4H-benzo[e][1,2,4]thiadiazine 1,1-dioxide FC=1C=CC2=C(NC(=NS2(=O)=O)NCC2=CC(=CC=C2)F)C1[C@@H](C)C1=CC=C(C=C1)OC1=CC=CC=C1